C(C1=CC=CC=C1)(C1=CC=CC=C1)(C1=CC=CC=C1)N1C=C(C[C@H](N)C(=O)O)N=C1 N'-(trityl)-histidine